C1(CCCC1)N1CCN(CC1)CCC(C=C)=C 1-(4-cyclopentyl-1-piperazinyl)-3-methylenepent-4-ene